CC1(OB(OC1(C)C)C1=CC=C(C=C1)CN)C [4-(4,4,5,5-tetramethyl-1,3,2-dioxaborolan-2-yl)phenyl]methanamine